(R)-5-amino-3-(7-((5-fluoro-2-methoxybenzamido)methyl)-1H-indazol-4-yl)-1-(1,1,1-trifluoropropan-2-yl)-1H-pyrazole-4-carboxamide NC1=C(C(=NN1[C@@H](C(F)(F)F)C)C1=C2C=NNC2=C(C=C1)CNC(C1=C(C=CC(=C1)F)OC)=O)C(=O)N